ISOQUINOLINE-5-BORONIC ACID C1=NC=CC=2C(=CC=CC12)B(O)O